C(C)(C)C1=C(C(=CC=C1)C(C)C)N1C(N(C=C1)C1=C(C=CC=C1C(C)C)C(C)C)[Pd-2](C1=NC=CC=C1Cl)(Cl)Cl [1,3-bis(2,6-diisopropylphenyl)imidazol-2-yl](3-chloropyridinyl)palladium (II) dichloride